FC1=C(C=CC(=N1)C(=O)NC)N1C(CN(CC1)CC1=CC=C2C(N(C(NC2=C1)=O)C)=S)C 6-fluoro-N-methyl-5-(2-methyl-4-((3-methyl-2-oxo-4-thioxo-1,2,3,4-tetrahydroquinazolin-7-yl)methyl)piperazin-1-yl)picolinamide